C[Si](CCOCN1N=CC=2C=NC=C(C21)NC(OC(C)(C)C)=O)(C)C tert-butyl N-[1-(2-trimethylsilylethoxymethyl)pyrazolo[4,3-c]pyridin-7-yl]carbamate